pteridinyl oxide N1=C(N=CC2=NC=CN=C12)OC1=NC2=NC=CN=C2C=N1